(S)-5-(((tert-butyldimethylsilyl)oxy)methyl)Oxazolidin-2-one [Si](C)(C)(C(C)(C)C)OC[C@@H]1CNC(O1)=O